(S)-3-(trifluoromethyl)-5a,6,8,9-tetrahydro-7H-pyrido[2',3':4,5]oxazolo[3,2-a]pyrazin FC(C1=CC2=C(N3[C@H](CNCC3)O2)N=C1)(F)F